C(C(O)CO)NC1=CC=CC=C1 Glycerylaniline